C(=O)C1=C(C=CC(=N1)CCCCCN1CCC(CC1)NC(OC(C)(C)C)=O)O Tert-butyl (1-(5-(6-formyl-5-hydroxypyridin-2-yl)pentyl)piperidin-4-yl)carbamate